CC=1C=C(C=C2C=NNC12)C[C@H](C(=O)N1CCN(CC1)C1CCN(CC1)C)NC(=O)N1CCC(CC1)C=1C(NC=2C3CCC(C2C1)C3)=O N-((R)-3-(7-methyl-1H-indazol-5-yl)-1-(4-(1-methylpiperidin-4-yl)piperazin-1-yl)-1-oxopropan-2-yl)-4-(2-oxo-1,2,5,6,7,8-hexahydro-5,8-methanoquinolin-3-yl)piperidine-1-carboxamide